3-(3-(4-methoxybenzyloxy)phenyl)propan-1-amine COC1=CC=C(COC=2C=C(C=CC2)CCCN)C=C1